CC=1N(C=CN1)CCNC(=O)N N-(2-(2-methyl-1-imidazolyl)ethyl)urea